S(=O)(=O)([O-])[O-].[Mn+2].[Fe+2].[Ni+2].S(=O)(=O)([O-])[O-].S(=O)(=O)([O-])[O-] Nickel iron manganese sulfate